2-(2-isopropyl-5-methylcyclohexyl)-2-(3,3-difluoro-5-methylhexyl)-1,3-diethoxypropane C(C)(C)C1C(CC(CC1)C)C(COCC)(COCC)CCC(CC(C)C)(F)F